OCC1CC(N(C1(C)C)C)=O 4-(hydroxymethyl)-1,5,5-trimethylpyrrolidin-2-one